(7-(3-chloro-4-methylphenoxy)-2-azaspiro[3.5]non-2-yl)((1s,3s)-3-hydroxy-3-methylcyclobutyl)methanone ClC=1C=C(OC2CCC3(CN(C3)C(=O)C3CC(C3)(C)O)CC2)C=CC1C